CCCCC=CCCCC dec-5-en